1-aminoethyl-α-mannose NC(C)[C@@]1(O)[C@@H](O)[C@@H](O)[C@H](O)[C@H](O1)CO